4,7,10-triazadecyl-trimethoxysilane C(CCNCCNCCN)[Si](OC)(OC)OC